5α-cholest-8(14)-ene-3β,15β-diol CC(C)CCC[C@@H](C)[C@H]1C[C@H](C2=C3CC[C@H]4C[C@H](CC[C@]4(C)[C@H]3CC[C@]12C)O)O